C12CN(CC2C1)C1=CC=C(C(=C1C#N)C)COC 6-{3-azabicyclo[3.1.0]Hex-3-yl}-3-(methoxymethyl)-2-methylbenzonitrile